C(C)C=1C=NN(C1)C1(CN(C1)C=1C=2N(C=CC1)N=C(N2)NC=2C=NN(C2)CC(=O)N2CCN(CC2)C2COC2)CC#N 2-[3-(4-ethylpyrazol-1-yl)-1-[2-[[1-[2-[4-(oxetan-3-yl)piperazin-1-yl]-2-oxoethyl]pyrazol-4-yl]amino]-[1,2,4]triazolo[1,5-a]pyridin-8-yl]azetidin-3-yl]acetonitrile